(S) or (R)-N'-((1,2,3,5,6,7-hexahydro-s-indacen-4-yl)carbamoyl)-4-(2-methyl-1-(methylamino)propan-2-yl)benzenesulfonimidamide C1CCC2=C(C=3CCCC3C=C12)NC(=O)N=[S@@](=O)(N)C1=CC=C(C=C1)C(CNC)(C)C |o1:16|